CN(C[C@H](C)OC1=C(C(=O)NC2=C(C=CC(=C2)F)C)C=C(C(=C1)N1N=C2N(CCCC2)C1=O)F)C 2-{[(2S)-1-(dimethylamino)propan-2-yl]oxy}-5-fluoro-N-(5-fluoro-2-methylphenyl)-4-(3-oxo-5,6,7,8-tetrahydro[1,2,4]triazolo[4,3-a]pyridin-2(3H)-yl)benzamide